NC1=CC=C(OC=2C=3N(C=CC2)C=CN3)C=C1 8-(4-aminophenoxy)imidazo[1,2-a]pyridine